pentaerythritol dimyristate C(CCCCCCCCCCCCC)(=O)OCC(COC(CCCCCCCCCCCCC)=O)(CO)CO